(S)-2-((2-(2,6-difluoro-4-(1-(methoxycarbonyl)cyclopropane-1-carboxamido)phenyl)-7-methylimidazo[1,2-a]pyridin-3-yl)methyl)morpholine-4-carboxylic acid FC1=C(C(=CC(=C1)NC(=O)C1(CC1)C(=O)OC)F)C=1N=C2N(C=CC(=C2)C)C1C[C@H]1CN(CCO1)C(=O)O